FC12CC(C1)(C2)C=2N=C1N(C=C(C(=C1)OC)C(=O)NC1=NC=CC=C1)C2 2-(3-fluoro-1-bicyclo[1.1.1]pentanyl)-7-methoxy-N-(2-pyridyl)imidazo[1,2-a]pyridine-6-carboxamide